COC(C=1C(C(=O)OC)=CC(=C(C1)F)C(C1(CCN(CC1)C(=O)OC(C)(C)C)O)Br)=O 4-(bromo(1-(tert-butoxycarbonyl)-4-hydroxypiperidin-4-yl)methyl)-5-fluorophthalic acid dimethyl ester